Cl.NC1=C(O)C=CC(=C1O)N 2,4-diaminoresorcinol hydrochloride